ClC=1C=2CCNC(C2C(=C2C1OC(O2)(C)[C@@H]2CC[C@H](CC2)NC([O-])=O)C)=O (trans-4-(9-chloro-2,4-dimethyl-5-oxo-5,6,7,8-tetrahydro-[1,3]dioxolo[4,5-g]isoquinolin-2-yl)cyclohexyl)carbamate